5-chloro-2-(trifluoromethyl)pyridine-4-carboxylic acid ethyl ester C(C)OC(=O)C1=CC(=NC=C1Cl)C(F)(F)F